2'-oxo-1,1',2',4,6,7-hexahydrospiro[indole-5,3'-pyrrolo[2,3-b]pyridine] O=C1C2(C=3C(=NC=CC3)N1)CC=1C=CNC1CC2